2-(1-(4-amino-3-(4-(benzyloxy)-3-chlorophenyl)-1H-pyrazolo[3,4-d]pyrimidin-1-yl)ethyl)-3-(3-fluorophenyl)-4H-chromen-4-one NC1=C2C(=NC=N1)N(N=C2C2=CC(=C(C=C2)OCC2=CC=CC=C2)Cl)C(C)C=2OC1=CC=CC=C1C(C2C2=CC(=CC=C2)F)=O